6-((3-methoxy-4-((3-methyloxetan-3-yl)methoxy)phenyl)amino)-3-morpholinoquinoxaline-5-carbonitrile COC=1C=C(C=CC1OCC1(COC1)C)NC1=C(C=2N=C(C=NC2C=C1)N1CCOCC1)C#N